BrC1=CC2=C(C(N3[C@@H](CO2)CN(CC3)C(=O)OC(C)(C)C)=O)C=C1C tert-butyl (12aR)-9-bromo-8-methyl-6-oxo-3,4,12,12a-tetrahydro-6H-pyrazino[2,1-c][1,4]benzoxazepine-2(1H)-carboxylate